FC=1C(=CC(=C(C(=O)N)C1)O[C@H](C(F)(F)F)C)N1N=C2N(C=CN=C2)C1=O 5-fluoro-4-(3-oxo[1,2,4]triazolo[4,3-a]pyrazin-2(3H)-yl)-2-{[(2S)-1,1,1-trifluoropropan-2-yl]oxy}benzamide